6-bromo-5-methoxy-benzo[d]isothiazole BrC1=CC2=C(C=NS2)C=C1OC